ClC[Si](OCC)(OCC)OCC 1-chloromethyl-(triethoxysilane)